(7S)-4-(3-methyl-2-pyridinyl)-7-(4-methyl-1,3-thiazol-5-yl)-2-(2-(2-propenoyl)-2,6-diazaspiro[3.4]octan-6-yl)-7,8-dihydro-5H-pyrano[4,3-b]pyridine-3-carbonitrile CC=1C(=NC=CC1)C1=C2C(=NC(=C1C#N)N1CC3(CN(C3)C(C=C)=O)CC1)C[C@H](OC2)C2=C(N=CS2)C